C[C@@]12CC[C@@H]3[C@@]([C@H]1CC=C4[C@]2(CC[C@@]5([C@H]4CC(CC5)(C)C)C(=O)O)C)(C[C@H]([C@@H](C3(C)C)O)O)C The molecule is a pentacyclic triterpenoid that is olean-12-ene substituted by hydroxy groups at positions 2 and 3 and a carboxy group at position 28 (the 2alpha,3beta stereoisomer). It is isolated from Olea europaea and Salvia canariensis and exhibits anti-inflammatory, antioxidant and antineoplastic activity. It has a role as an antioxidant, an antineoplastic agent, an anti-inflammatory agent and a plant metabolite. It is a pentacyclic triterpenoid and a dihydroxy monocarboxylic acid. It derives from a hydride of an oleanane.